CS(=O)(=O)N(S(=O)(=O)C)C=1C(=NC=CC1)NC(OC(C)(C)C)=O tert-Butyl (3-(N-(methylsulfonyl)methylsulfonamido)pyridin-2-yl)carbamate